FC(OC1=CC(=NN1)NC1=NC(=CN=C1)OC1C[C@H]2CCC[C@@H](C1)N2C)F N-(5-(difluoromethoxy)-1H-pyrazol-3-yl)-6-(((1R,3r,5S)-9-methyl-9-azabicyclo[3.3.1]nonan-3-yl)oxy)pyrazin-2-amine